N-(7-((3-bromo-2-methylbenzyl)oxy)chroman-4-yl)-N-methylglycine ethyl ester C(C)OC(CN(C)C1CCOC2=CC(=CC=C12)OCC1=C(C(=CC=C1)Br)C)=O